thiomorpholine-4-carboxylic acid tert-butyl ester-1-oxide C(C)(C)(C)OC(=O)N1CCS(CC1)=O